FC=1C=C(C=C(C1)F)CC=1C=C2C(=NNC2=CC1)NC(=O)C1=C(C=NC=C1)NC1CCN(CC1)C(=O)OC(C)(C)C tert-butyl 4-[[4-[[5-[(3,5-difluorophenyl)methyl]-1H-indazol-3-yl]carbamoyl]-3-pyridyl]amino]piperidine-1-carboxylate